C(C1=CC=CC=C1)N1S(N(C[C@H]1C(=O)N(C)C1=CC(=C(C=C1)F)Cl)C1=NC=CC=C1)(=O)=O (S)-2-benzyl-N-(3-chloro-4-fluorophenyl)-N-methyl-5-(pyridin-2-yl)-1,2,5-thiadiazolidine-3-carboxamide 1,1-dioxide